2-cyano-3,3-diphenylpropenoic acid C(#N)C(C(=O)O)=C(C1=CC=CC=C1)C1=CC=CC=C1